N1[C@@H](CC1)[C@@H](C)O (R)-1-((S)-azetidin-2-yl)ethan-1-ol